FC=1C(=NC=CC1)[C@@H](C)NCC=1N=NC(=CC1)N1CCOCC1 (R)-1-(3-fluoropyridin-2-yl)-N-((6-morpholinopyridazin-3-yl)methyl)ethan-1-amine